5-(Benzo[d]thiazol-5-yl)-2-ethylmorpholine S1C=NC2=C1C=CC(=C2)C2COC(CN2)CC